rac-(2R,4R)-4-fluoro-1-[(4-methoxyphenyl)methyl]-2-methyl-piperidine-4-carboxylic acid F[C@]1(C[C@H](N(CC1)CC1=CC=C(C=C1)OC)C)C(=O)O |r|